O[C@@H]([C@@H](C(=O)N[C@@H](CC(C)C)B1OC(C[C@H](O1)C(=O)OC(C)C)=O)NC(C1=NC(=CC=C1)C1=CC=CC=C1)=O)C (S)-isopropyl 2-((R)-1-((2S,3R)-3-hydroxy-2-(6-phenylpicolinamido) butanamido)-3-methylbutyl)-6-oxo-1,3,2-dioxaborinane-4-carboxylate